Cl.C1(=CC=CC=C1)C1CC=NN1C(=O)C1CCNCC1 (5-phenyl-4,5-dihydro-1H-pyrazol-1-yl)(piperidin-4-yl)methanone, Hydrochloride